(E)-N-(4-(4-morpholino-7H-pyrrolo[2,3-d]pyrimidin-6-yl)phenyl)-2-(3-(prop-1-en-1-ylsulfonyl)piperidin-1-yl)pyrimidin-5-amine O1CCN(CC1)C=1C2=C(N=CN1)NC(=C2)C2=CC=C(C=C2)NC=2C=NC(=NC2)N2CC(CCC2)S(=O)(=O)\C=C\C